C[C@H]1CN(CCCN1)C(=O)OC(C)(C)C tert-butyl (S)-3-methyl-1,4-diazepane-1-carboxylate